7-((trans)-4-(hexahydropyrrolo[1,2-a]pyrazin-2(1H)-yl)cyclohexyl)-5-(4-phenoxyphenyl)-7H-pyrrolo[2,3-d]pyrimidin-4-amine C1C2N(CCN1[C@@H]1CC[C@H](CC1)N1C=C(C3=C1N=CN=C3N)C3=CC=C(C=C3)OC3=CC=CC=C3)CCC2